(9H-Fluoren-9-yl)methyl (4-ethynylphenyl)carbamate C(#C)C1=CC=C(C=C1)NC(OCC1C2=CC=CC=C2C=2C=CC=CC12)=O